ClC1=CC=C2C(=N1)N=CO2 5-chloro-[1,3]oxazolo[4,5-b]pyridin